5-(3-Oxocyclobutyl)-1H-indole-3-carboxylic acid methyl ester COC(=O)C1=CNC2=CC=C(C=C12)C1CC(C1)=O